N=1N(N=CC1)[C@H]1CN(CCC1)[C@H](C(=O)NC1=NC=C(C=C1)Cl)C (S)-2-((R)-3-(2H-1,2,3-triazol-2-yl)piperidin-1-yl)-N-(5-chloropyridin-2-yl)propanamide